1-[4-(2-hydroxyethoxy)-phenyl]-2-hydroxy-2-methylpropione OCCOC1=CC=C(C=C1)CC(C(=O)CC)(C)O